C(#N)C1=CC(=C(COC2=NC(=NC=C2)[C@@]23CCN(C[C@H]3C2)CC2=NC3=C(N2CC2=CN=CN2CC)C=C(C=C3)C(=O)O)C=C1)F 2-(((1S,6R)-6-(4-((4-cyano-2-fluorobenzyl)oxy)pyrimidin-2-yl)-3-azabicyclo[4.1.0]heptan-3-yl)methyl)-1-((1-ethyl-1H-imidazol-5-yl)methyl)-1H-benzo[d]imidazole-6-carboxylic acid